OCCCCC#CC1=CC2=C(N(C(N2C)=O)C2C(NC(CC2)=O)=O)C=C1 3-(5-(6-hydroxyhex-1-yn-1-yl)-3-methyl-2-oxo-2,3-dihydro-1H-benzo[d]imidazol-1-yl)piperidine-2,6-dione